2-methyloctylamine CC(CN)CCCCCC